F[C@@H]1CN(C[C@@H]1N1C(C=2C=C(C=NC2CC1)B1OCC(C(O1)(C)C)(C)C)=O)C(=O)OC(C)(C)C tert-butyl cis-3-fluoro-4-(5-oxo-3-(4,4,5,5-tetramethyl-1,3,2-dioxaborinan-2-yl)-7,8-dihydro-1,6-naphthyridin-6(5H)-yl)pyrrolidine-1-carboxylate